3-((5-(aminomethyl)-1-(4-fluorobutyl)-1H-benzo[d]imidazol-2-yl)methyl)-1-methyl-1,3-dihydro-2H-imidazo[4,5-c]pyridin-2-one NCC1=CC2=C(N(C(=N2)CN2C(N(C3=C2C=NC=C3)C)=O)CCCCF)C=C1